4-((2-(4-Ethynylphenyl)-7-phenylimidazo[1,2-a]pyridin-3-yl)amino)benzoic acid C(#C)C1=CC=C(C=C1)C=1N=C2N(C=CC(=C2)C2=CC=CC=C2)C1NC1=CC=C(C(=O)O)C=C1